methyltri-n-octylammonium nitrate [N+](=O)([O-])[O-].C[N+](CCCCCCCC)(CCCCCCCC)CCCCCCCC